O(S(=O)(=O)C(F)(F)F)C=1C=2C(NC(C1)=O)=C(N(N2)C2OCCCC2)CC2=CC(=C(C=C2)OC)OC (3,4-Dimethoxybenzyl)-5-oxo-2-(tetrahydro-2H-pyran-2-yl)-4,5-dihydro-2H-pyrazolo[4,3-b]pyridin-7-yl triflate